(2S)-2-amino-3-{[(2-{[1-(6-nitrobenzo[d][1,3]dioxol-5-yl)ethyl]thio}ethoxy)carbonyl]amino}-propanoic acid TFA salt OC(=O)C(F)(F)F.N[C@H](C(=O)O)CNC(=O)OCCSC(C)C1=CC2=C(OCO2)C=C1[N+](=O)[O-]